[2-methyl-5-[[4-[[2-(6-methyl-2-pyridyl)pyrimidin-4-yl]amino]pyrimidin-2-yl]amino]phenyl]methanol CC1=C(C=C(C=C1)NC1=NC=CC(=N1)NC1=NC(=NC=C1)C1=NC(=CC=C1)C)CO